CC1=CC=C(C=C)C=C1 (E)-(4-methylstyrene)